benzyl (R)-3-(4,5-dimethylthiazol-2-yl)-8-methyl-5,6-dihydro-[1,2,4]triazolo[4,3-a]pyrazine-7(8H)-carboxylate CC=1N=C(SC1C)C1=NN=C2N1CCN([C@@H]2C)C(=O)OCC2=CC=CC=C2